tert-butyl N-[(3S,4S)-8-(6-amino-3-carbamoyl-pyrazin-2-yl)-3-methyl-2-oxa-8-Azaspiro[4.5]decan-4-yl]carbamate NC1=CN=C(C(=N1)N1CCC2([C@@H]([C@@H](OC2)C)NC(OC(C)(C)C)=O)CC1)C(N)=O